NC(C)C=1C=C(C=C2C(N(C(=NC12)N1CCOCC1)C)=O)C 8-(1-aminoethyl)-3,6-dimethyl-2-morpholino-quinazolin-4-one